3-tetrafluoroethoxyaniline tert-butyl-(tert-butoxycarbonyl)(5-bromo-3-(3-(4-cyano-2-fluorophenyl)isoxazol-5-yl)pyrazin-2-yl)carbamate C(C)(C)(C)C1=C(N=C(C(=N1)N(C(O)=O)C(=O)OC(C)(C)C)C1=CC(=NO1)C1=C(C=C(C=C1)C#N)F)Br.FC(C(F)(F)F)OC=1C=C(N)C=CC1